4-(3-chlorophenoxy)aniline ClC=1C=C(OC2=CC=C(N)C=C2)C=CC1